5-Chloro-1-methyl-1H-pyrazole ClC1=CC=NN1C